NC=1N=NC(=C(N1)C)C 3-amino-5,6-dimethyl-1,2,4-triazine